N-(3-aminopropyl)acrylamide NCCCNC(C=C)=O